5-[(3,5-difluorophenyl)methyl]pyrazin-2-amine FC=1C=C(C=C(C1)F)CC=1N=CC(=NC1)N